4-amino-6-(4-(hydroxymethyl)phenyl)-N-(4-(methoxymethyl)phenyl)-7-(1-methylcyclopropyl)-7H-pyrrolo[2,3-d]pyrimidine-5-carboxamide NC=1C2=C(N=CN1)N(C(=C2C(=O)NC2=CC=C(C=C2)COC)C2=CC=C(C=C2)CO)C2(CC2)C